2-(9-azabicyclo[3.3.1]nonan-9-yl)ethan-1-amine C12CCCC(CCC1)N2CCN